2-acetoxy-1-naphthoic acid zinc [Zn].C(C)(=O)OC1=C(C2=CC=CC=C2C=C1)C(=O)O